C(C)(C)(C)OC(=O)N1CCC2(CC(C2)N2CCC=3C=C(C=NC3C2)C(=O)[O-])CC1 7-(7-(tert-butoxycarbonyl)-7-azaspiro[3.5]nonan-2-yl)-5,6,7,8-tetrahydro-1,7-naphthyridine-3-carboxylate